ClC1=C(C=CC=C1)C=CC(=O)C1=CC=CC=C1 3-(2-chlorophenyl)-1-phenyl-2-propen-1-one